ClC1=C(C(=C(C=C1OC)OC)Cl)C1=NC=C2C=C(N=CC2=C1)NC1=CN(C=C1N)C N3-(7-(2,6-dichloro-3,5-dimethoxyphenyl)-2,6-naphthyridin-3-yl)-1-methyl-1H-pyrrole-3,4-diamine